C(C)[C@H]1[C@H](NC([C@H]1O)=O)COC1=NC=CC2=CC=C(C=C12)OC 1-{[(2S,3S,4S)-3-ethyl-4-hydroxy-5-oxopyrrolidin-2-yl]methoxy}-7-methoxyisoquinoline